(S)-1-(6-(4-chlorophenyl)-2-(1-methyl-1H-pyrazol-4-yl)pyrimidin-4-yl)pyrrolidin-3-ol ClC1=CC=C(C=C1)C1=CC(=NC(=N1)C=1C=NN(C1)C)N1C[C@H](CC1)O